2-(3-(3-bromophenyl)-3-((tert-butyldimethylsilyl)oxy)propan-oyl)-N-methylhydrazinecarbothioamide BrC=1C=C(C=CC1)C(CC(=O)NNC(NC)=S)O[Si](C)(C)C(C)(C)C